2-(2-fluoro-4-(3-(1-(5-propylpyrimidin-2-yl)piperidin-4-yl)propoxy)phenyl)-1-(3-(((3-hydroxy-2-(hydroxymethyl)propyl)amino)methyl)azetidin-1-yl)ethan-1-one FC1=C(C=CC(=C1)OCCCC1CCN(CC1)C1=NC=C(C=N1)CCC)CC(=O)N1CC(C1)CNCC(CO)CO